N1(CCNCC1)C1=CC=C(C=C1)NC1=NC=NC=2NC3=CC=C(C=C3C21)C2=CC=NC=C2 N-(4-(piperazin-1-yl)phenyl)-6-(pyridin-4-yl)-9H-pyrimido[4,5-b]indol-4-amine